F[C@@H]1[C@@H](CN(C1)C1=NO[C@@H](C1)C1=NC=C(C=C1C1=C(C=C(C=C1F)F)F)C)N (3R,4S)-4-fluoro-1-{(5S)-5-[5-methyl-3-(2,4,6-trifluorophenyl)pyridin-2-yl]-4,5-dihydro-1,2-oxazol-3-yl}pyrrolidin-3-amine